N1N=CN=C1C(=O)OC methyl 1,2,4-triazole-5-carboxylate